C1CCC2=C(C=CC=C12)C1CCC=2C(=NC=NC2C1)N1CCNCC1 7-indan-4-yl-4-piperazin-1-yl-5,6,7,8-tetrahydroquinazoline